(Z)-1-(4-Fluorophenyl)-3-(4-hydroxyphenyl)prop-2-en-1-one FC1=CC=C(C=C1)C(\C=C/C1=CC=C(C=C1)O)=O